(4-((3-ethyl-2-oxo-1,2,3,4-tetrahydroquinazolin-7-yl)methyl)piperazin-1-yl)-N-methylpyridinecarboxamide C(C)N1C(NC2=CC(=CC=C2C1)CN1CCN(CC1)C=1C(=NC=CC1)C(=O)NC)=O